3-(3-(6-(6-(difluoromethyl)imidazo[1,2-b]pyridazin-3-yl)pyrimidin-4-yl)piperidin-1-yl)-3-oxopropanenitrile FC(C=1C=CC=2N(N1)C(=CN2)C2=CC(=NC=N2)C2CN(CCC2)C(CC#N)=O)F